C(C=C)C(CN)CC=C 2-allyl-pent-4-enamine